N(=[N+]=[N-])[C@@H]1C[C@@H](N(CC1)C(=O)O)C(=O)O (2R,4S)-4-azidopiperidine-1,2-dicarboxylic acid